(S)-2-(3-(4-(tert-butoxycarbonyl)-2,3,6-trifluorophenyl)-3-oxopropyl)morpholine C(C)(C)(C)OC(=O)C1=C(C(=C(C(=C1)F)C(CC[C@H]1CNCCO1)=O)F)F